4-[[5-(4-chloro-2-fluoro-anilino)-4-methyl-3-pyridyl]methyl]-N-methyl-pyrimidin-2-amine ClC1=CC(=C(NC=2C(=C(C=NC2)CC2=NC(=NC=C2)NC)C)C=C1)F